BrC1=CC(=CC(=N1)N1C(COC[C@@H]1CC)=O)CBr (S)-4-(6-bromo-4-(bromomethyl)pyridin-2-yl)-5-ethylmorpholin-3-one